NC1=NC=2C=NC(=CC2C2=C1[C@@H](OC2)C)C(=O)N(CC=2N=NC(=CC2)OC(F)F)CC2CC2 (3S)-4-amino-N-(cyclopropylmethyl)-N-((6-(difluoromethoxy)-3-pyridazinyl)methyl)-3-methyl-1,3-dihydrofuro[3,4-c][1,7]naphthyridine-8-carboxamide